Cl.C(C)(=O)N acetamide HCl salt